1-ethyl-N-{[3-(4-{[(3S,4R)-3-fluoro-1-methylpiperidin-4-yl]amino}-1-(2,2,2-trifluoroethyl)-1H-indol-2-yl)-1,2,4-oxadiazol-5-yl]methyl}-1H-pyrrole-2-carboxamide C(C)N1C(=CC=C1)C(=O)NCC1=NC(=NO1)C=1N(C2=CC=CC(=C2C1)N[C@H]1[C@H](CN(CC1)C)F)CC(F)(F)F